3-((4-chloro-6-methyl-pyrimidin-2-yl)amino)-1H-indol-5-ol ClC1=NC(=NC(=C1)C)NC1=CNC2=CC=C(C=C12)O